2-methyl-4-ethynylaniline CC1=C(N)C=CC(=C1)C#C